ClC1=CC=CC(=C1)Cl 4,6-Dichlorobenzol